[6-[6-[(3R)-3-(t-Butoxycarbonylamino)pyrrolidin-1-yl]-3-pyridyl]-3-cyano-pyrazolo[1,5-a]pyridin-4-yl] trifluoromethanesulfonate FC(S(=O)(=O)OC=1C=2N(C=C(C1)C=1C=NC(=CC1)N1C[C@@H](CC1)NC(=O)OC(C)(C)C)N=CC2C#N)(F)F